S(C1=C(C=CC=C1)O)C1=C(C=CC=C1)O 2,2'-thiobisphenol